C1C(CC2=CC=CC=C12)N(C(=O)C1=NC(=CC(=C1)NC(OC(C)(C)C)=O)NC1=C(C=CC=C1)OC)C Tert-butyl (2-((2,3-dihydro-1H-inden-2-yl)(methyl)carbamoyl)-6-((2-methoxyphenyl)amino)pyridin-4-yl)carbamate